(cyclobutoxy)thiazole-5-carbaldehyde C1(CCC1)OC=1SC(=CN1)C=O